5-[(2,6-dichlorophenyl)methoxy]-N-methyl-N-(morpholin-2-ylmethyl)pyrimidin-2-amine ClC1=C(C(=CC=C1)Cl)COC=1C=NC(=NC1)N(CC1CNCCO1)C